dianhydrosorbitol C1[C@H]([C@@H]2[C@H](O1)[C@H](CO2)O)O